ethyl (S,E)-4-((tert-butyldiphenylsilyl)oxy)pent-2-enoate [Si](C1=CC=CC=C1)(C1=CC=CC=C1)(C(C)(C)C)O[C@H](/C=C/C(=O)OCC)C